rel-t-butyl (1R,6S)-5-[2-fluoro-6-(methoxycarbonyl) pyridin-3-yl]-2,5-diazabicyclo[4.1.0]heptane-2-carboxylate FC1=NC(=CC=C1N1CCN([C@@H]2C[C@H]12)C(=O)OC(C)(C)C)C(=O)OC |o1:11,13|